[2-(aminomethyl)-3,3-difluoro-allyl]-4-[3-methyl-5-[3-(1H-pyrazol-3-yl)phenyl]-2-pyridinyl]-1,2,4-triazol-3-one trifluoroacetate FC(C(=O)O)(F)F.NCC(CC=1N(C(NN1)=O)C1=NC=C(C=C1C)C1=CC(=CC=C1)C1=NNC=C1)=C(F)F